NC1=NC(=C(C=2N1N=C(N2)CN2N=NN=C2C2=NC=CC=C2)C2=CC(=NC=C2)N)C2=C(C#N)C=CC=C2 (5-amino-8-(2-aminopyridin-4-yl)-2-((5-(pyridin-2-yl)-1H-tetrazol-1-yl)methyl)-[1,2,4]triazolo[1,5-c]pyrimidin-7-yl)benzonitrile